1,2,3,4-Tetrahydro-acridin-9-ylamine C1CCCC2=NC3=CC=CC=C3C(=C12)N